ethyl 2-(3-bromo-4-hydroxyphenyl)-4-methyloxazole-5-carboxylate BrC=1C=C(C=CC1O)C=1OC(=C(N1)C)C(=O)OCC